1-(Triethoxysilylmethyl)azetidin C(C)O[Si](OCC)(OCC)CN1CCC1